C(C)(C)(C)OC(=O)N[C@H]1CN(CC12CC2)CCCC(=O)OC methyl (R)-4-(7-((tert-butoxycarbonyl)amino)-5-azaspiro[2.4]heptan-5-yl)butanoate